CC1=C(C(=CC(=C1)C(F)(F)F)C)N1NC(=C(C(=C1)N1N=CC(=C1)F)O)CC 2-[2,6-dimethyl-4-(trifluoromethyl)phenyl]-6-ethyl-4-(4-fluoro-1H-pyrazol-1-yl)-5-hydroxypyridazine